CN(C)CC1(CC1)NC(C(C)(C=1C=C(C=CC1)C)C)=O N-(1-((dimethylamino)methyl)cyclopropyl)-2-methyl-2-(m-tolyl)propanamide